C(C1=CC=CC=C1)C1(CCCC1)NC(=O)C=1C=C2C(=NC1)N(C=C2)C N-(1-benzylcyclopentyl)-1-methyl-1H-pyrrolo[2,3-b]pyridine-5-carboxamide